tert-Butyl 4-[1-[4-(trifluoromethyl)phenyl]vinyl]piperidine-1-carboxylate FC(C1=CC=C(C=C1)C(=C)C1CCN(CC1)C(=O)OC(C)(C)C)(F)F